C(C)(C)(C)C1=CC=C(C=C1)C=CS(=O)(=O)C1=CC=CC=C1 1-(tert-butyl)-4-(2-(phenylsulfonyl)vinyl)benzene